2-(benzo[d]thiazol-2-yl)-1,4-phenylenedi(4-bromobutyrate) S1C(=NC2=C1C=CC=C2)C2=C(C=CC(=C2)C(C(=O)[O-])CCBr)C(C(=O)[O-])CCBr